(R)-2-(6-(3-amino-6-(tetrahydro-2H-pyran-4-yl)pyrazin-2-yl)-1-oxoisoindolin-2-yl)-N-((S)-1-(3-chlorophenyl)-2-hydroxyethyl)propionamide 4-hydroxyphenethyl-methacrylate OC1=CC=C(CCOC(C(=C)C)=O)C=C1.NC=1C(=NC(=CN1)C1CCOCC1)C1=CC=C2CN(C(C2=C1)=O)[C@@H](C(=O)N[C@H](CO)C1=CC(=CC=C1)Cl)C